BrC1=NC=2C=C(C=CC2C2=C1C=NN2C)CN(C(=O)C=2C=NC(=CC2)C2CC2)C2=C(C=C(C=C2)F)OC N-({4-bromo-1-methyl-1H-pyrazolo[4,3-c]quinolin-7-yl}methyl)-6-cyclopropyl-N-(4-fluoro-2-methoxyphenyl)pyridine-3-carboxamide